tert-butyl 3-cyclopropyl-4-((3,5-dicyclopropylbenzyl)amino)benzoate C1(CC1)C=1C=C(C(=O)OC(C)(C)C)C=CC1NCC1=CC(=CC(=C1)C1CC1)C1CC1